(7S)-2-Benzyl-7-methyl-3-[(3R,4R)-3-methylpiperidin-4-yl]-3H,6H,7H,8H,9H-imidazo[4,5-f]chinolin C(C1=CC=CC=C1)C=1N(C=2C(=C3CC[C@@H](NC3=CC2)C)N1)[C@H]1[C@@H](CNCC1)C